2-(8-methoxy-[1,2,4]triazolo[1,5-a]pyridin-6-yl)-3,4-dimethyl-6-(piperidin-4-yl)-9H-carbazole COC=1C=2N(C=C(C1)C1=CC=3NC4=CC=C(C=C4C3C(=C1C)C)C1CCNCC1)N=CN2